(4-bromophenyl)methane BrC1=CC=C(C=C1)C